N-[2-(2-methoxyphenoxy)ethyl]-4-[(7-trifluoromethyl-quinolin-4-yl)amino]benzamide COC1=C(OCCNC(C2=CC=C(C=C2)NC2=CC=NC3=CC(=CC=C23)C(F)(F)F)=O)C=CC=C1